(2S,3R)-2-[9H-fluoren-9-ylmethoxycarbonyl-(methyl)amino]-3-phenylmethoxybutanoic acid C1=CC=CC=2C3=CC=CC=C3C(C12)COC(=O)N([C@H](C(=O)O)[C@@H](C)OCC1=CC=CC=C1)C